6-(4-chlorophenyl)-N-(1-hydroxy-prop-2-yl)-2-(1-methyl-1H-pyrazol-3-yl)-3-oxo-2,3-dihydropyridazine-4-carboxamide ClC1=CC=C(C=C1)C=1C=C(C(N(N1)C1=NN(C=C1)C)=O)C(=O)NC(CO)C